3-tert-butyl-1-[(2R)-2-methyl-3-oxo-4-[(1R)-1-phenylethyl]-2H-1,4-benzoxazin-7-yl]urea C(C)(C)(C)NC(NC1=CC2=C(N(C([C@H](O2)C)=O)[C@H](C)C2=CC=CC=C2)C=C1)=O